ClC=1C(=NC(=NC1)NC1CCC(CC1)N)C=1C=NN(C1CC1CC1)C (1R,4R)-N'-(5-chloro-4-(5-(cyclopropylmethyl)-1-methyl-1H-pyrazol-4-yl)pyrimidin-2-yl)cyclohexane-1,4-diamine